FC(C(=O)O)(F)F.COC(CCC1=C(C=CC(=C1)C(F)(F)F)F)=O 3-(2-fluoro-5-(trifluoromethyl)phenyl)propionic acid methyl ester trifluoroacetate